NC12CC(C1)(C2)CNC(OC(C)(C)C)=O tert-butyl ((3-aminobicyclo[1.1.1]pentan-1-yl)methyl)carbamate